C12C3OC3C(C(C1)CC(=O)[O-])C2 2-(3-oxatricyclo[3.2.1.02,4]octan-6-yl)acetate